(R)-1'-(5-Amino-1-(2-methylpyridin-3-yl)-1H-pyrazole-4-carbonyl)-6-chloro-5-fluorospiro[benzo[d][1,3]oxazine-4,3'-piperidin]-2(1H)-one NC1=C(C=NN1C=1C(=NC=CC1)C)C(=O)N1C[C@@]2(CCC1)C1=C(NC(O2)=O)C=CC(=C1F)Cl